CC([C@@H](C1=CC=C(C=C1)C=1OC(=NN1)C1=CC=CC=C1)NC1=CC=C(C(=O)O)C=C1)C (S)-4-((2-methyl-1-(4-(5-phenyl-1,3,4-oxadiazol-2-yl)phenyl)propyl)amino)benzoic acid